C1(CC1)CNC1=NC(N(C2=CC(=CC=C12)C(C)(F)F)C1=CC=CC=2N1C=CN2)=O 4-((cyclopropylmethyl)amino)-7-(1,1-difluoroethyl)-1-(imidazo[1,2-a]pyridin-5-yl)quinazolin-2(1H)-one